ClC1=NC(=CC(=N1)NC1=CC(=C(C=C1)Cl)OC)C 2-Chloro-N4-(4-chloro-3-methoxyphenyl)-6-methylpyrimidin-4-amine